(3,4,5-trifluorophenyl)porphyrin methyl-(E)-3-(5-(N-((9-fluoro-1-methyl-1H-benzo[f]indazol-8-yl)methyl)cyclohexanecarboxamido)pyridin-3-yl)acrylate C/C(/C(=O)O)=C\C=1C=NC=C(C1)N(C(=O)C1CCCCC1)CC1=CC=CC=2C=C3C=NN(C3=C(C21)F)C.FC=2C=C(C=C(C2F)F)C2=C1NC(=C2)C=C2C=CC(=N2)C=C2C=CC(N2)=CC=2C=CC(N2)=C1